7-((7-Ethyl-6-azaspiro[3.4]octan-6-yl)sulfonyl)-1,2,3,4-tetrahydroisoquinoline C(C)C1N(CC2(CCC2)C1)S(=O)(=O)C1=CC=C2CCNCC2=C1